sodium N-t-butoxycarbonyl-tryptophane C(C)(C)(C)OC(=O)N[C@@H](CC1=CNC2=CC=CC=C12)C(=O)O.[Na]